9-fluoro-3-isopropyl-10-(4-methylpiperazin-1-yl)-2,3-dihydro-7H-[1,4]oxazino[2,3,4-ij]quinolin-7-one FC=1C=C2C(C=CN3C2=C(C1N1CCN(CC1)C)OCC3C(C)C)=O